COC1(CC(CN(C2(CCNCC2)COC(C(C(C(C1)C)=O)(C)C)=O)C)C)C 11-methoxy-7,9,11,13,15,15-hexamethyl-17-oxa-3,7-diazaspiro[5.12]octadecane-14,16-dione